C(C)(C)(C)N1C(CC(C1)CN1N=C2N=C(C=CC2=C1)C1=C(C=C(C=C1C)C(F)(F)F)O)=O 1-(tert-butyl)-4-((6-(2-hydroxy-6-methyl-4-(trifluoromethyl)phenyl)-2H-pyrazolo[3,4-b]pyridin-2-yl)methyl)pyrrolidin-2-one